4,6-diisooctyl-2-isopropyl-phenol C(CCCCC(C)C)C1=CC(=C(C(=C1)CCCCCC(C)C)O)C(C)C